6-[(2S)-2-aminopropyl]-2-chloro-7-(4-chlorophenyl)-N-[(thiophen-2-yl)methyl]thieno[3,2-d]pyrimidin-4-amine N[C@H](CC1=C(C=2N=C(N=C(C2S1)NCC=1SC=CC1)Cl)C1=CC=C(C=C1)Cl)C